(R)-N-(3-fluoro-4-(4-((5-(3-(hydroxy-methyl)pyrrolidin-1-yl)pyridin-2-yl)amino)-5-oxo-5,6-dihydro-1,6-naphthyridin-2-yl)phenyl)cyclohexane-carboxamide FC=1C=C(C=CC1C1=NC=2C=CNC(C2C(=C1)NC1=NC=C(C=C1)N1C[C@@H](CC1)CO)=O)NC(=O)C1CCCCC1